C(C)(=O)C1=CC(=C(C=C1)NC=1N(C(C=C2CCN(C(C12)=O)OCCO)=O)C)F 8-((4-acetyl-2-fluorophenyl)amino)-2-(2-hydroxyethoxy)-7-methyl-3,4-dihydro-2,7-naphthyridine-1,6(2H,7H)-dione